FC(C=1C=C(C=CC1)CCN)(F)F 2-(3-(trifluoromethyl)phenyl)ethan-1-amine